methyldopa monohydrate O.CN[C@H](C(=O)O)CC1=CC=C(O)C(O)=C1